BrC1=C(OC2=C1C=CC(=C2)OC)C2=CC=C(C=C2)OC 3-bromo-6-methoxy-2-(4-methoxyphenyl)benzofuran